N-(3-((4-methylpiperazin-1-yl)methyl)-5-(trifluoromethyl)phenyl)benzamide CN1CCN(CC1)CC=1C=C(C=C(C1)C(F)(F)F)NC(C1=CC=CC=C1)=O